C(C)(C)(C)[Si](C)(C)OC=1C=C2C(=NN(C2=C(C1)F)C1OCCCC1)I tert-butyl-(7-fluoro-3-iodo-1-tetrahydropyran-2-yl-indazol-5-yl)oxy-dimethyl-silane